4-(3,8-diazabicyclo[3.2.1]octan-3-yl)benzonitrile hydrochloride Cl.C12CN(CC(CC1)N2)C2=CC=C(C#N)C=C2